4-butyl-N-(4-methylphenyl)-Benzenamine C(CCC)C1=CC=C(C=C1)NC1=CC=C(C=C1)C